5-(4-amino-5-(trifluoromethyl)pyrrolo[2,1-f][1,2,4]triazin-7-yl)-2-methoxynicotinic acid, lithium salt [Li+].NC1=NC=NN2C1=C(C=C2C=2C=NC(=C(C(=O)[O-])C2)OC)C(F)(F)F